ClC1=CC=C(C(=N1)C(NS(=O)(=O)C)=O)N[C@H](C)C=1C=C(C=C2C(C(=C(OC12)C=1N(C2=CC=CC=C2C1)C(=O)OC(C)(C)C)C)=O)C tert-Butyl 2-[8-[(1R)-1-[[6-chloro-2-(methylsulfonylcarbamoyl)-3-pyridyl]amino]ethyl]-3,6-dimethyl-4-oxo-chromen-2-yl]indole-1-carboxylate